methyl (2-(dimethylamino)ethyl)carbamate CN(CCNC(OC)=O)C